FC(C=1C=C(C=CC1)C1=CC=C(C=C1)[C@H]1[C@@H](C1)NC1CCNCC1)(F)F N-((trans)-2-(3'-(trifluoromethyl)-[1,1'-biphenyl]-4-yl)cyclopropyl)piperidin-4-amine